C(CCCCCCC\C=C/CCCCCCCCCC)(=O)[O-].[Ce+3].C(CCCCCCC\C=C/CCCCCCCCCC)(=O)[O-].C(CCCCCCC\C=C/CCCCCCCCCC)(=O)[O-] cerium gadoleate